N(=[N+]=[N-])CC=1C=NC2=CC=C(C=C2C1)C1CC1 3-(azidomethyl)-6-cyclopropylquinoline